dimethylaminopentyl-amine CN(C)CCCCCN